C(C)(C)C=1C=2N(N=CC1C(=O)O)C(=C(N2)C)C2=CCC(CC2)C(F)(F)F 8-isopropyl-2-methyl-3-[4-(trifluoromethyl)cyclohex-1-en-1-yl]imidazo[1,2-b]pyridazine-7-carboxylic acid